7-(4-((S)-morpholin-3-yl)-3-(trifluoromethyl)phenyl)-3,7-dihydro-4H-pyrrolo[2,3-d]pyrimidin-4-one N1[C@H](COCC1)C1=C(C=C(C=C1)N1C=CC2=C1N=CNC2=O)C(F)(F)F